[W].[La] lanthanum-tungsten